4-(dimethylamino)-1-(5-(methylamino)isoindolin-2-yl)but-2-en-1-one CN(CC=CC(=O)N1CC2=CC=C(C=C2C1)NC)C